9,9-dimethyl-10-(4-(4,4,5,5-tetramethyl-1,3,2-dioxaborolan-2-yl)phenyl)-9,10-dihydroacridine CC1(C2=CC=CC=C2N(C=2C=CC=CC12)C1=CC=C(C=C1)B1OC(C(O1)(C)C)(C)C)C